CN1C(=NC=C1C=1C=C2C=C(N=CC2=CC1)NC(=O)[C@@H]1CC[C@H](CC1)CN1CCN(CC1)C)C trans-N-(6-(1,2-dimethyl-1H-imidazol-5-yl)isoquinolin-3-yl)-4-((4-methylpiperazin-1-yl)methyl)cyclohexane-1-carboxamide